O=C(NCCOCCOCCOCCOCCOCCOCCOC)CCC 24-oxo-2,5,8,11,14,17,20-heptaoxa-23-azaheptacosane